2-methoxyethyl (1S,2R,5R)-3-((6-(4-(fluoromethoxy)phenoxy)pyridin-3-yl)sulfonyl)-2-(((tetrahydro-2H-pyran-2-yl)oxy)carbamoyl)-3,8-diazabicyclo[3.2.1]octane-8-carboxylate FCOC1=CC=C(OC2=CC=C(C=N2)S(=O)(=O)N2[C@H]([C@@H]3CC[C@H](C2)N3C(=O)OCCOC)C(NOC3OCCCC3)=O)C=C1